BrCC(COCC1=CC=C(C=C1)C)=O 1-bromo-3-((4-methylbenzyl)oxy)propan-2-one